4-chloro-5-methoxy-2-methylsulfanyl-6-(trifluoromethyl)pyrimidine ClC1=NC(=NC(=C1OC)C(F)(F)F)SC